CC1(OC=2C=C(C=C(C2[C@@H]2[C@@H]1CCC(=C2)C)O)CCCCC)C (6aS,10aS)-6,6,9-trimethyl-3-pentyl-6a,7,8,10a-tetrahydro-6H-benzo[c]chromen-1-ol